2-Methylthio-5-ethynylpyrimidine CSC1=NC=C(C=N1)C#C